hydroxyethyl-monopropynyl alcohol OCCCC#CO